(3R,7R)-9-((R*)-1-(6-(1H-1,2,4-Triazol-1-yl)pyridin-3-yl)ethyl)-2-(3,4-dichlorobenzoyl)-3,7-dimethyl-1,2,3,4,8,9-hexahydropyrido[4',3':3,4]pyrazolo[1,5-a]pyrazin-10(7H)-one N1(N=CN=C1)C1=CC=C(C=N1)[C@@H](C)N1C(C=2N([C@@H](C1)C)N=C1C2CN([C@@H](C1)C)C(C1=CC(=C(C=C1)Cl)Cl)=O)=O |o1:11|